C(C=C)(=O)O.C(C=C)(=O)O.C(O)C(CC)(CO)CO trisMethylolpropane diacrylate